alpha-methyl-styrene tert-butyl-(S)-2-((((9H-fluoren-9-yl)methoxy)carbonyl)amino)-5-hydroxy-2-methylpentanoate C(C)(C)(C)OC([C@@](CCCO)(C)NC(=O)OCC1C2=CC=CC=C2C=2C=CC=CC12)=O.CC(=C)C1=CC=CC=C1